BrC1=CC=2C3=C(C=NC2C=C1)NC(C31CCOCC1)=O 8'-Bromo-2,3,5,6-tetrahydrospiro[pyran-4,1'-pyrrolo[2,3-c]quinolin]-2'(3'H)-one